(3-chloro-6-fluorobenzo[b]thiophen-2-yl)(2-ethylphenyl)methanone ClC=1C2=C(SC1C(=O)C1=C(C=CC=C1)CC)C=C(C=C2)F